bisAminoacetic acid NC(C(=O)O)N